C(C1=CC=CC=C1)(=S)OCCC[Si](OCC)(OCC)OCC 3-triethoxysilyl-1-propyl thiobenzoate